methyl (S)-2-(3-((tert-butoxycarbonyl)amino)propyl)-4-(4-(2-(4-(4-chlorophenyl)-2,3,9-trimethyl-6H-thieno[3,2-f][1,2,4]triazolo[4,3-a][1,4]diazepin-6-yl)acetamido)butanamido)benzoate C(C)(C)(C)OC(=O)NCCCC1=C(C(=O)OC)C=CC(=C1)NC(CCCNC(C[C@H]1C=2N(C3=C(C(=N1)C1=CC=C(C=C1)Cl)C(=C(S3)C)C)C(=NN2)C)=O)=O